OC1=C2C=CC(=NC2=CN=C1C(=O)OC)C1=CC=CC=C1 Methyl 5-hydroxy-2-phenyl-1,7-naphthyridine-6-carboxylate